C1(=CC=CC=C1)C=1OC2=C(N1)C=C(C=C2)C(=O)N2CCN(CC2)C2=NC1=CC=CC=C1C(N2)=O 2-[4-(2-Phenyl-1,3-benzoxazole-5-carbonyl)piperazin-1-yl]-3H-quinazolin-4-one